fluorenyloxycarbonyl-cysteine C1(=CC=CC=2C3=CC=CC=C3CC12)OC(=O)N[C@@H](CS)C(=O)O